tert-butyl 4-{2-[4-(4-chlorophenyl)-2-cyclopropyl-5-(pyridin-4-yl)-1H-imidazol-1-yl]acetyl}piperazine-1-carboxylate ClC1=CC=C(C=C1)C=1N=C(N(C1C1=CC=NC=C1)CC(=O)N1CCN(CC1)C(=O)OC(C)(C)C)C1CC1